BrC1=CC2=C(C(N3[C@@H](CO2)CN(CC3)C(=O)OC(C)(C)C)=O)C(=C1)OC Tert-butyl (12aR)-9-bromo-7-methoxy-6-oxo-3,4,12,12a-tetrahydro-6H-pyrazino[2,1-c][1,4]benzoxazepine-2(1H)-carboxylate